tert-Butyl (4-(5-chloro-3-(3-morpholinoazetidin-1-yl)-7,9-dihydrofuro[3,4-f]quinazolin-6-yl)-3-cyano-7-fluorobenzo[b]thiophen-2-yl)carbamate ClC1=C(C2=C(C=3C=NC(=NC13)N1CC(C1)N1CCOCC1)COC2)C2=CC=C(C=1SC(=C(C12)C#N)NC(OC(C)(C)C)=O)F